CN1N=CC(=C1)C1=CN=C(C(N1CC(=O)NCC1=CC=2C=NC=CC2S1)=O)NCCC1=CC=CC=C1 2-(6-(1-methyl-1H-pyrazol-4-yl)-2-oxo-3-(phenethylamino)pyrazin-1(2H)-yl)-N-(thieno[3,2-c]pyridin-2-ylmethyl)acetamide